amyl alcohol diacrylate C(C=C)(=O)O.C(C=C)(=O)O.C(CCCC)O